N1=C(C=CC2=CC=CC=C12)C=O quinoline-2-carboxaldehyde